C1(CC1)N1N=C(C=C(C1=O)N1CCOCC1)C1=NNC2=CC=C(C=C12)OC(C)C 2-cyclopropyl-6-(5-isopropoxy-1H-indazol-3-yl)-4-morpholino-pyridazin-3-one